(2-(4-amino-3-chlorophenoxy)ethyl)carbamic acid tert-butyl ester C(C)(C)(C)OC(NCCOC1=CC(=C(C=C1)N)Cl)=O